CC1=NN=C(O1)C=1C=CC(=NC1)OC1=CC=C(C=C1)C(C)(C)C1=CC=C(OC2CC(C2)NC(OC(C)(C)C)=O)C=C1 tert-butyl ((1r,3r)-3-(4-(2-(4-((5-(5-methyl-1,3,4-oxadiazol-2-yl)pyridin-2-yl)oxy)phenyl)propane-2-yl)phenoxy)cyclobutyl)carbamate